N-(4-bromo-2-nitrophenyl)-1-methyl-1H-pyrazol-4-amine BrC1=CC(=C(C=C1)NC=1C=NN(C1)C)[N+](=O)[O-]